C1(CC1)C1=NN(C(=C1)C)C1=CC=C(C=C1)C1CN(C1)C(=O)N1C[C@H](CC1)C(=O)N (3S)-1-[3-[4-(3-cyclopropyl-5-methyl-pyrazol-1-yl)phenyl]azetidine-1-carbonyl]pyrrolidine-3-carboxamide